benzyl {[5-(4-methoxyphenyl)-1H-imidazol-2-yl]methyl}carbamate COC1=CC=C(C=C1)C1=CN=C(N1)CNC(OCC1=CC=CC=C1)=O